O1CC(C1)N1C[C@H](CCC1)C1CC12NCCC(C2)C(=O)N ((R)-1-(oxetan-3-yl)piperidin-3-yl)-4-azaspiro[2.5]octane-7-carboxamide